N-(5-(4-(4-cyanophenyl)-4-fluoropiperidine-1-carbonyl)-2,4-dimethylphenyl)-6-(isopropylamino)nicotinamide C(#N)C1=CC=C(C=C1)C1(CCN(CC1)C(=O)C=1C(=CC(=C(C1)NC(C1=CN=C(C=C1)NC(C)C)=O)C)C)F